NCCOCC=1NC(=C(C(C1C(=O)OCC)C1=C(C=CC=C1)Cl)C(=O)OCC)C diethyl 2-((2-aminoethoxy) methyl)-4-(2-chlorophenyl)-6-methyl-1,4-dihydropyridine-3,5-dicarboxylate